(R)-10-methyl-3-(3-vinyl-1H-1,2,4-triazol-1-yl)-9,10,11,12-tetrahydro-8H-[1,4]diazepino[5',6':4,5]thieno[3,2-f]quinolin-8-one C[C@H]1NC(C2=C(C=3C=4C=CC(=NC4C=CC3S2)N2N=C(N=C2)C=C)NC1)=O